2-Chloro-4-((5-chloro-4-methoxypyrazolo[1,5-a]pyridin-3-yl)amino)-N-(methyl-d3)pyrimidine-5-carboxamide ClC1=NC=C(C(=N1)NC=1C=NN2C1C(=C(C=C2)Cl)OC)C(=O)NC([2H])([2H])[2H]